C(C1=CC=CC=C1)N1CCC(CC1)(C(=O)O)C=1C(=NC=CC1)Br 1-Benzyl-4-(2-bromopyridin-3-yl)piperidine-4-carboxylic acid